4-iodopentylpropionate IC(CCCOC(CC)=O)C